C1(=CC=CC=C1)C(CC1C(CCCCC1)=O)C1=CC=CC=C1 (2,2-diphenylethyl)cycloheptan-1-one